FC1=NNC(C2=CC=C(C=C12)N1CCC2(CCC(C2)N2CCN(CC2)C2=CC=C(C=C2)[N+](=O)[O-])CC1)=O 4-fluoro-6-(2-(4-(4-nitrophenyl)piperazin-1-yl)-8-azaspiro[4.5]decan-8-yl)phthalazin-1(2H)-one